SCCC(=O)OCCOC(CCS)=O ethylene glycol bis(β-mercaptopropionate)